ClC1=NC2=C(C(=N1)Cl)SC=C2 2,4-dichloro-thieno-pyrimidine